dimethylisothiazolidine-1,1-dioxide CC1N(S(CC1)(=O)=O)C